C(C)(C)(C)C1=C(C=CC(=C1)C(C)(C)C)OP([O-])[O-] [2,4-di-tert-butyl-phenyl]Phosphite